3-(4'-hydroxyphenyl)2-hydroxypropanoic acid OC1=CC=C(C=C1)CC(C(=O)O)O